C1(CC1)CN1CCC(CC1)N1CCC(CC1)C1=CC2=C(N(C(=N2)C2=CC=C(C=C2)S(=O)(=O)C)C)C(=C1)F 5-(1'-(cyclopropylmethyl)-[1,4'-bipiperidin]-4-yl)-7-fluoro-1-methyl-2-(4-(methylsulfonyl)phenyl)-1H-benzo[d]imidazole